2-chloro-4-(octyloxy)benzoic acid ClC1=C(C(=O)O)C=CC(=C1)OCCCCCCCC